(5-Acetylpyrimidin-2-yl)(difluoro)acetic acid ethyl ester C(C)OC(C(F)(F)C1=NC=C(C=N1)C(C)=O)=O